C=C1C=C2C=CC3=CC=CC=C3C2=CC1=C 2,3-dimethylene-2,3-dihydrophenanthrene